ClC=1C=NN2C1C(=CC(=C2)C=2C=NN(C2)C)C=2C=NC(=CC2)N2CCCC2 3-chloro-6-(1-methyl-1H-pyrazol-4-yl)-4-(6-(pyrrolidin-1-yl)pyridin-3-yl)pyrazolo[1,5-a]pyridine